1-(4-(3-(2-ethyl-1,2,3,4-tetrahydroisoquinolin-6-yl)-1H-pyrrolo[2,3-b]pyridin-5-yl)benzyl)piperidin-3-ol C(C)N1CC2=CC=C(C=C2CC1)C1=CNC2=NC=C(C=C21)C2=CC=C(CN1CC(CCC1)O)C=C2